FC(C(=O)N[C@H](C(=O)N1[C@@H]([C@H]2C([C@H]2C1)(C)C)C(=O)OC)C(C)(C)C)F methyl (1R,2S,5S)-3-((S)-2-(2,2-difluoroacetamido)-3,3-dimethylbutanoyl)-6,6-dimethyl-3-azabicyclo[3.1.0]hexane-2-carboxylate